1-isopropyl-5-fluoro-3-((4-methoxy-3-(piperazin-1-yl)phenyl)sulfonyl)-1H-indole C(C)(C)N1C=C(C2=CC(=CC=C12)F)S(=O)(=O)C1=CC(=C(C=C1)OC)N1CCNCC1